BrC=1C=CC2=C(C=NCCO2)C1 7-bromo-2,3-dihydrobenzo[f][1,4]oxazepine